2-(2-(2-(difluoromethoxy)-7-methylquinoxalin-5-yl)-4-methylbenzo[d]thiazol-7-yloxy)ethylcarbamic acid tert-butyl ester C(C)(C)(C)OC(NCCOC1=CC=C(C=2N=C(SC21)C2=C1N=CC(=NC1=CC(=C2)C)OC(F)F)C)=O